BrC1=CC(=C(C=C1)[O-])C(NC1=CC=C(C=C1)Cl)=O 4-bromo-2-[N-(4-chlorophenyl)carbamoyl]phenolate